5-methyl-4-(pyridin-2-yl)isoxazole CC1=C(C=NO1)C1=NC=CC=C1